C1(=CC=CC=C1)[C@H]1CC[C@H](CC1)OC[C@@H]1N(CCC[C@@H]1C1=NC=NN1)C(=O)OC methyl (CIS)-2-((((CIS)-4-phenylcyclohexyl)oxy) methyl)-3-(1H-1,2,4-triazol-5-yl)piperidine-1-carboxylate